BrC1=C(C=CC(=C1)C(C)Cl)C(F)(F)F 2-Bromo-4-(1-chloroethyl)-1-(trifluoromethyl)benzene